C(C)OC(C(C)(C)OCC)=O ethyl-2-ethoxy-2-methylpropionate